BrC(C=1C=CC2=C(OC3=C2C=CC(=C3F)OCC)C1F)(F)F 3-(bromodifluoromethyl)-7-ethoxy-4,6-difluorodibenzo[B,d]furan